N-(4-cyano-2-fluorophenyl)-5-methyl-4-phenyl-1H-pyrrole-3-sulfonamide C(#N)C1=CC(=C(C=C1)NS(=O)(=O)C1=CNC(=C1C1=CC=CC=C1)C)F